1,2-bis(4'-vinylphenoxy)ethane C(=C)C1=CC=C(OCCOC2=CC=C(C=C2)C=C)C=C1